ClC1=CC=C(OC2=CC(=C(C=C2)C(C)(CC)O)C(F)(F)F)C=C1 2-[4-(4-chlorophenoxy)-2-(trifluoromethyl)phenyl]-butan-2-ol